N,7-dimethoxy-1H-benzo[d]imidazole-5-carboxamide CONC(=O)C1=CC2=C(NC=N2)C(=C1)OC